(2R,6R)-N-{[4-(4,6-dimethoxypyridin-2-yl)phenyl]methyl}-4-[(1R)-1-(3-fluoro-4-methylpyridin-2-yl)-3-methoxypropyl]-6-methyl-1-(2-methylpropanoyl)piperazine-2-carboxamide COC1=CC(=NC(=C1)OC)C1=CC=C(C=C1)CNC(=O)[C@@H]1N([C@@H](CN(C1)[C@H](CCOC)C1=NC=CC(=C1F)C)C)C(C(C)C)=O